NC1=CC=C(C=N1)N1C[C@H](CCC1)NC(OC(C)(C)C)=O tert-butyl (S)-(1-(6-aminopyridin-3-yl)piperidin-3-yl)carbamate